BrCCCCCCOC1=C(C=CC(=C1CN1CCOCC1)OC)C(C)=O (2-(6-bromohexyloxy)-4-methoxy-3-morpholinomethylphenyl)ethan-1-one